2,5-diethoxy-4-methoxyphenylpropylamine C(C)OC1=C(C=C(C(=C1)OC)OCC)CCCN